[33P]-phosphorus 2,1-bis(4-hydroxyphenyl)-2-methylpropane OC1=CC=C(C=C1)C(CC1=CC=C(C=C1)O)(C)C.[33P]